NC1=NN2C(C=C(C=C2)C=2C(=NC(=C(C(=O)NCC3=C(C(=CC(=C3)F)F)O[C@H]3CN(CC3)C)C2)OC)C)=N1 (R)-5-(2-amino-[1,2,4]triazolo[1,5-a]pyridin-7-yl)-N-(3,5-difluoro-2-((1-methylpyrrolidin-3-yl)oxy)benzyl)-2-methoxy-6-methylnicotinamide